FC1=C(C2=C(CCO2)C=C1NC1=NC(=CC(=N1)NC)C)C=1CCCNCC1 N2-[6-fluoro-7-(2,3,4,7-tetrahydro-1H-azepin-5-yl)-2,3-dihydrobenzofuran-5-yl]-N4,6-dimethyl-pyrimidine-2,4-diamine